C1(=CC=CC=C1)COC(CCCCCCCCCCCCCCCCC(=O)O)=O octadecanedioic acid-1-(phenylmethyl) ester